BrC=1C=CC2=C(N(C(=N2)C(F)F)CC(F)(F)F)C1 6-bromo-2-(difluoromethyl)-1-(2,2,2-trifluoroethyl)-1H-benzo[d]imidazole